CN(CC1=CC=CC2=CC=CC=C12)CC1=CC=C(C=C1)C(C)(C)C N-methyl-N-(naphthalene-1-ylmethyl)-1-(4-tert-butylphenyl)methylamine